N-(4-(4-benzylpiperazin-1-yl)quinolin-3-yl)-2-(2-chlorophenyl)acetamide iron-titanium phosphate P(=O)([O-])([O-])[O-].[Ti+4].[Fe+2].C(C1=CC=CC=C1)N1CCN(CC1)C1=C(C=NC2=CC=CC=C12)NC(CC1=C(C=CC=C1)Cl)=O.P(=O)([O-])([O-])[O-]